2,5-Dichlorobenzoic acid methylester COC(C1=C(C=CC(=C1)Cl)Cl)=O